C(C)N([C@@H]1[C@H](CCC1)N(C=1C=C2C(N(C(C2=CC1)=O)C1C(NC(CC1)=O)=O)=O)C)CC 5-(((1S,2S)-2-(diethylamino)cyclopentyl)(methyl)amino)-2-(2,6-dioxopiperidin-3-yl)isoindoline-1,3-dione